CC=1C=C(C=C2C=CCC12)O 7-methylindene-5-ol